N-(methyl-d3)pyridine-3-carboxamide C(NC(=O)C=1C=NC=CC1)([2H])([2H])[2H]